1-vinyl-3-ethoxyethylimidazole chloride salt [Cl-].C(=C)N1CN(C=C1)CCOCC